nickel Lithium Manganate [Mn](=O)(=O)([O-])[O-].[Li+].[Ni+2]